C(C)S(=O)(=O)C=1C=C(C=CC1)C1=CN(C(C2=CC=NC=C12)=O)C 4-(3-ethylsulfonylphenyl)-2-methyl-2,6-naphthyridin-1-one